C(#N)C1=C(C=CC=C1)SC=1C=2N(C=C(C1)C=1C=NN(C1C)C1CCN(CC1)C[C@@H](C)O)N=CC2C#N (R)-4-((2-cyanophenyl)thio)-6-(1-(1-(2-hydroxypropyl)piperidin-4-yl)-5-methyl-1H-pyrazol-4-yl)pyrazolo[1,5-a]pyridine-3-carbonitrile